7-methoxy-2-methyl-1-oxophthalazin-6-yl-boronic acid COC1=C(C=C2C=NN(C(C2=C1)=O)C)B(O)O